N12C[C@H](C(CC1)CC2)OC(N[C@@H]2C(CCC1=CC(=CC=C21)C2=C(C=C(C=C2)OC(C)C)Cl)(C)C)=O (S)-quinuclidin-3-yl((R)-6-(2-chloro-4-isopropoxyphenyl)-2,2-dimethyl-1,2,3,4-tetrahydronaphthalen-1-yl)carbamate